2-(2,6-dioxo-3-piperidinyl)-5-[4-[(3S)-1-(4-piperidinylmethyl)pyrrolidin-3-yl]oxy-1-piperidinyl]isoindoline-1,3-dione O=C1NC(CCC1N1C(C2=CC=C(C=C2C1=O)N1CCC(CC1)O[C@@H]1CN(CC1)CC1CCNCC1)=O)=O